(3R,5R,8R,9R,10S,13S,14S,17S)-17-(3-allyloxetan-3-yl)-3,13-dimethyl-2,4,5,6,7,8,9,10,11,12,14,15,16,17-tetradecahydro-1H-cyclopenta[a]phenanthren-3-ol C(C=C)C1(COC1)[C@H]1CC[C@H]2[C@@H]3CC[C@@H]4C[C@@](CC[C@@H]4[C@H]3CC[C@]12C)(O)C